3α-Acetoxy-4,4-difluoro-6α-ethyl-7α-hydroxyl-5β-cholan-24-oylazide C(C)(=O)O[C@H]1C([C@H]2[C@H]([C@H]([C@H]3[C@@H]4CC[C@H]([C@@H](CCC(=O)N=[N+]=[N-])C)[C@]4(CC[C@@H]3[C@]2(CC1)C)C)O)CC)(F)F